C1(CC1)C=C(C#N)C(=O)N1CCN(CC1)CC1CCNCC1 3-cyclopropyl-2-(4-(piperidin-4-ylmethyl)piperazine-1-carbonyl)acrylonitrile